CP(=O)(C)C1=C(C=C(C=C1)C1=CC2=C(N=C3N2[C@H]2C4=C(C(N([C@@H]3C2)C([2H])([2H])[2H])=O)C=CC=C4C#CC)C=C1)F (7R,14R)-11-(4-(dimethylphosphoryl)-3-fluorophenyl)-6-(methyl-d3)-1-(prop-1-yn-1-yl)-6,7-dihydro-7,14-methanobenzo[f]benzo[4,5]imidazo[1,2-a][1,4]diazocin-5(14H)-one